ClC1=C(C=C(OCC(=O)NC(=O)C23CC(C2)(C3)N3C=NC(=C3)C3CCC3)C=C1)F 2-(4-Chloro-3-fluoro-phenoxy)-N-[3-(4-cyclobutylimidazol-1-yl)-1-bicyclo[1.1.1]pentanoyl]acetamide